C(C1=CC=CC=C1)OC1=C(C=C2C=NN(C2=C1F)C=1C=NC(=CC1)N1CCC(CC1)(C)C)F 6-(benzyloxy)-1-(6-(4,4-dimethylpiperidin-1-yl)pyridin-3-yl)-5,7-difluoro-1H-indazole